N-(6-chloro-4-methyl-4-phenyl-1,4-dihydro-2H-benzo[d][1,3]oxazin-2-ylidene)cyanamide ClC1=CC2=C(NC(OC2(C2=CC=CC=C2)C)=NC#N)C=C1